N-fluorenylmethoxycarbonyl-L-aspartic acid-4-tert-butyl ester C(C)(C)(C)OC(C[C@H](NC(=O)OCC1=CC=CC=2C3=CC=CC=C3CC12)C(=O)O)=O